C(C(=C)C)(=O)O.C1CO1 ethylene oxide monomethacrylate